4-methylphenyl-glyoxylic acid CC1=CC=C(C=C1)C(C(=O)O)=O